NC1CS(CC1)(=O)=O 3-aminotetrahydrothiophene 1,1-dioxide